2-{[(2R,7aS)-2-fluorotetrahydro-1H-pyrrolizin-7a(5H)-yl]methoxy}-7-(oxan-4-yl)-7H-purin-6-ol F[C@@H]1C[C@@]2(CCCN2C1)COC1=NC(=C2N(C=NC2=N1)C1CCOCC1)O